ClC1=CC2=C(S1)[C@]1(C[C@H](N[C@H](C1)C)C1(CC1)NC(C)=O)OCC2 N-[1-[(2'S,6'S,7S)-2-chloro-6'-methyl-spiro[4,5-dihydrothieno[2,3-c]pyran-7,4'-piperidin]-2'-yl]cyclopropyl]acetamide